C(#N)C=1C=CC(=C2N=CC=NC12)N1C[C@@H](O[C@@H](C1)C)C(=O)NC1CCN(CC1)C (2R,6R)-4-(8-cyanoquinoxalin-5-yl)-6-methyl-N-(1-methylpiperidin-4-yl)morpholine-2-carboxamide